Tert-butyl 6-(3-(4-(trifluoromethoxy)phenyl)ureido)-2-azaspiro[3.3]heptane-2-carboxylate FC(OC1=CC=C(C=C1)NC(NC1CC2(CN(C2)C(=O)OC(C)(C)C)C1)=O)(F)F